C(C(=C)C)(=O)OC(C)C1=NC2=C(OC13NC1=CC=CC=C1C3(C)C)C=CC3=CC=CC=C32 1-methacryloyloxyethyl-3,3-dimethylspiro[indoline-2,3'-[3H]naphtho[2,1-b](1,4)oxazine]